neo-tetradecanoic acid C(CCCCCCCCCC(C)(C)C)(=O)O